ClC=1C=C(C=CC1)[C@@H]1[C@H](C1)C(=O)NC1=NC=NC(=C1)NCC=1N=C2N(C=C(C=C2N2CCN(CC2)C2CC2)C2CC2)C1 (1S,2S)-2-(3-chlorophenyl)-N-(6-(((6-cyclopropyl-8-(4-cyclopropylpiperazin-1-yl)imidazo[1,2-a]pyridin-2-yl)methyl)amino)pyrimidin-4-yl)cyclopropane-1-carboxamide